2,3,5,6-tetrafluorophenol FC1=C(C(=C(C=C1F)F)F)O